CC1=C2C(=C(C(NC2=CC=N1)=O)CC(=O)OC)C(F)(F)F methyl 2-[5-methyl-2-oxo-4-(trifluoromethyl)-1H-1,6-naphthyridin-3-yl]acetate